N[C@H](C1=CC2=C(C[C@H](NC([C@@H](N2C)C(C)C)=O)CO[Si](C2=CC=CC=C2)(C2=CC=CC=C2)C(C)(C)C)C=C1)C1=CC=CC=C1 (2S,5S)-9-[(S)-aminophenylmethyl]-5-{[tert-butylbis(phenyl)siloxy]methyl}-2-isopropyl-1-methyl-1,4,5,6-tetrahydro-1,4-benzodiazocin-3(2H)-one